tert-butyl-dimethyl-[2-[3-methyl-4-(4,4,5,5-tetramethyl-1,3,2-dioxaborolan-2-yl)pyrazol-1-yl]ethoxy]silane C(C)(C)(C)[Si](OCCN1N=C(C(=C1)B1OC(C(O1)(C)C)(C)C)C)(C)C